(2s,4s)-2-(((((trans)-4-carbamoylcyclohexyl)amino)methyl)-5-chloro-2-phenyl-2,3-dihydrobenzofuran-4-yl)-3-fluorobenzamide C(N)(=O)[C@@H]1CC[C@H](CC1)NC[C@@]1(OC2=C(C1)C(=C(C=C2)Cl)C2=C(C(=O)N)C=CC=C2F)C2=CC=CC=C2